C(C)(C)(C)OC(=O)N(C(OC(C)(C)C)=O)C\C=C\S(=O)(=N)C1=CC(=C(C=C1)OC)F tert-butyl N-[(tert-butoxy)carbonyl]-N-[(2E)-3-[(3-fluoro-4-methoxyphenyl)(imino)oxo-λ6-sulfanyl]prop-2-en-1-yl]carbamate